4-fluoro-3-(methyl-prolyl)-1H-indole FC1=C2C(=CNC2=CC=C1)C([C@H]1N(CCC1)C)=O